(2S,3R,5R,10R,13R,14S,17S)-2,3,14-trihydroxy-17-[2-[4-(2-hydroxyethyl)-1-piperidyl]acetyl]-10,13-dimethyl-2,3,4,5,9,11,12,15,16,17-decahydro-1H-cyclopenta[a]phenanthren-6-one O[C@H]1C[C@@]2(C3CC[C@@]4([C@H](CC[C@]4(C3=CC([C@@H]2C[C@H]1O)=O)O)C(CN1CCC(CC1)CCO)=O)C)C